O=C1NC(CCC1C1=CC(=C(C=C1)N1CCN(CC1)CC(=O)O)OS(=O)(=O)F)=O 2-[4-[4-(2,6-dioxo-3-piperidyl)-2-fluorosulfonyloxy-phenyl]piperazin-1-yl]acetic acid